N-(2-{4-[(sulfamoyl)amino]hexahydropyridin-1-yl}-5-fluorophenyl)-8-(1-methylpyrrolidin-3-yl)imidazo[3,2-a]pyrazine-6-carboxamide hydrochloride Cl.S(N)(=O)(=O)NC1CCN(CC1)C1=C(C=C(C=C1)F)NC(=O)C=1N=C(C=2N(C1)C=CN2)C2CN(CC2)C